C(C)(C)(C)P(C=1[C-](C=CC1)[C@@H](C)P(C1=CC=CC=C1)C1=CC=CC=C1)C(C)(C)C.[CH-]1C=CC=C1.[Fe+2] (R)-1-[(S)-2-(di-t-butylphosphino)ferrocenyl]ethyl-diphenylphosphine